Triethylammonium (R)-4-((1-(5-(1,2-dithiolan-3-yl)pentanoyl)-4-((tris(4-methoxyphenyl)methoxy)methyl)piperidin-4-yl)methoxy)-4-oxobutanoate S1S[C@@H](CC1)CCCCC(=O)N1CCC(CC1)(COC(C1=CC=C(C=C1)OC)(C1=CC=C(C=C1)OC)C1=CC=C(C=C1)OC)COC(CCC(=O)[O-])=O.C(C)[NH+](CC)CC